CC1(CC[C@@H](CN1)OC1=NC=2N(C(=C1)NCC=1C=C(C=CC1)NC(C=C)=O)N=CC2C(C)C)C (S)-N-(3-(((5-((6,6-dimethylpiperidin-3-yl)oxy)-3-isopropylpyrazolo[1,5-a]pyrimidin-7-yl)amino)methyl)phenyl)acrylamide